ClC1=NC=C(C=N1)C(=O)OC(C)(C)C tertbutyl 2-chloropyrimidine-5-carboxylate